(2,4-dimethyl-5-(3,4,6,7-tetrahydropyrano[3,4-d]imidazol-2-yl)phenyl)(4-(4-(methylsulfonyl)phenyl)piperidin-1-yl)methanone CC1=C(C=C(C(=C1)C)C1=NC2=C(N1)COCC2)C(=O)N2CCC(CC2)C2=CC=C(C=C2)S(=O)(=O)C